P(=O)([O-])([O-])O.[Cr](=O)(O)O.[Mg+2] magnesium chromite phosphate